ClCC(=O)NC=1C=C(C(=NC1)C(=O)N[C@H](C(=O)OCC)CCC(=O)OCC)C(F)(F)F 1,5-diethyl (2S)-2-([5-(2-chloroacetamido)-3-(trifluoromethyl)pyridin-2-yl]formamido)pentanedioate